(3,5-difluoro-4-(trifluoromethyl)phenyl)boronic acid FC=1C=C(C=C(C1C(F)(F)F)F)B(O)O